C1(=CC=C(C=C1)O)C1=CC=C(C=C1)C1=CC=C(C=C1)O [1,1':4',1''-terphenyl]-4,4''-diol